FC1(CCC(CC1)N1N=C(C2=C1SC(=C2)C(=O)NC2CCC(CC2)N2CCN(CC2)C(C)C)C)F 1-(4,4-difluorocyclohexyl)-N-((1r,4r)-4-(4-isopropylpiperazin-1-yl)cyclohex-yl)-3-methyl-1H-thieno[2,3-c]pyrazole-5-carboxamide